COC1=C(C=C(C(=C1)CCCCC)OC)\C=C(/CC)\[N+](=O)[O-] 1,4-dimethoxy-2-[(E)-2-nitrobut-1-enyl]-5-pentylbenzene